C(#N)[C@H](C[C@H]1C(NCC1)=O)NC([C@H](CC(C)C)NC(=O)C=1NC2=C(C=CC(=C2C1)OC)C)=O N-[(2S)-1-({(1S)-1-cyano-2-[(3S)-2-oxopyrrolidin-3-yl]ethyl}amino)-4-methyl-1-oxopentan-2-yl]-4-methoxy-7-methyl-1H-indole-2-carboxamide